2-(3-{5-Chloro-2-[(oxan-4-yl)amino]pyrimidin-4-yl}-5-oxo-5H,6H,7H-pyrrolo[3,4-b]pyridin-6-yl)-N-[(1S)-1-[3-(difluoromethoxy)phenyl]-2-hydroxyethyl]acetamid ClC=1C(=NC(=NC1)NC1CCOCC1)C=1C=C2C(=NC1)CN(C2=O)CC(=O)N[C@H](CO)C2=CC(=CC=C2)OC(F)F